3-(4-(((tert-Butoxycarbonyl)amino)methyl)-4-cyanopiperidin-1-yl)-6-(2,3-dichlorophenyl)-5-methylpyrazine-2-carboxylic acid ethyl ester C(C)OC(=O)C1=NC(=C(N=C1N1CCC(CC1)(C#N)CNC(=O)OC(C)(C)C)C)C1=C(C(=CC=C1)Cl)Cl